CC=1N=C(NC1C)C1=NC=CC(=C1)C=1C=NC=C(C1)NCC1COCC1 2'-(4,5-Dimethyl-1H-imidazol-2-yl)-N-(tetrahydrofuran-3-ylmethyl)-3,4'-bipyridin-5-amin